(2S)-N-{4-[3-anilino-5-methyl-4-oxo-7-(2,2,2-trifluoroethyl)-4,5-dihydro-1H-pyrrolo[3,2-c]pyridin-2-yl]pyridin-2-yl}-4,4-difluoro-2-(4-fluorophenyl)butanamide N(C1=CC=CC=C1)C1=C(NC2=C1C(N(C=C2CC(F)(F)F)C)=O)C2=CC(=NC=C2)NC([C@@H](CC(F)F)C2=CC=C(C=C2)F)=O